aminophenyl-propyl-trimethoxysilane NC(O[Si](OC)(OC)CCC)C1=CC=CC=C1